ClC=1C=C(C=NC1)C1=NC(=C2N=CN(C2=N1)C1[C@@H]([C@@H]([C@@]2(C[C@H]12)C(=O)NC)O)O)NCC1=NC=CC(=C1)C (1S,2R,3S,5S)-4-(2-(5-chloropyridin-3-yl)-6-(((4-methylpyridin-2-yl)methyl)-amino)-9H-purin-9-yl)-2,3-dihydroxyl-N-methylbicyclo[3.1.0]hexane-1-formamide